ClC=1C=CC2=C([C@H](CCO2)NC(CC2=NC(=NN2CC2CC2)C2=CC(=C(C=C2)Cl)F)=O)C1 N-[(4S)-6-chloro-3,4-dihydro-2H-1-benzopyran-4-yl]-2-[3-(4-chloro-3-fluorophenyl)-1-(cyclopropylmethyl)-1H-1,2,4-triazol-5-yl]acetamide